(3-(methylsulfonyl)-4-((1-(methylsulfonyl)piperidin-4-yl)methoxy)phenyl)methanol 2-((butylcarbamoyl)oxy)ethyl-acrylate C(CCC)NC(=O)OCCC(C(=O)OCC1=CC(=C(C=C1)OCC1CCN(CC1)S(=O)(=O)C)S(=O)(=O)C)=C